CNC1=C(C=CC(=N1)C(=O)OC)C1CC2(CC2)CCN1 methyl 6-(methylamino)-5-(6-azaspiro[2.5]octan-5-yl)picolinate